CC1(C(=O)OCCCC1)C α,α-dimethyl-ε-caprolactone